1-(3-hydroxybenzyl)imidazolidine-2,4-dione OC=1C=C(CN2C(NC(C2)=O)=O)C=CC1